tert-butyl-(3R)-3-[[2-[2-(1-cyano-1-methyl-ethyl)-4-pyridyl]thieno[3,2-c]pyridin-4-yl]-[2-fluoro-4-(triazolo[4,5-b]pyridin-3-yl)benzoyl]amino]piperidine C(C)(C)(C)N1C[C@@H](CCC1)N(C(C1=C(C=C(C=C1)N1N=NC=2C1=NC=CC2)F)=O)C2=NC=CC1=C2C=C(S1)C1=CC(=NC=C1)C(C)(C)C#N